2-ethoxy-2-methyl-1-trimethoxysilylmethyl-1-aza-2-silacyclopentane C(C)O[Si]1(N(CCC1)C[Si](OC)(OC)OC)C